4-(3-(2,4-Dioxotetrahydropyrimidin-1(2H)-yl)phenyl)piperazine-1-carboxylic acid tert-butyl ester C(C)(C)(C)OC(=O)N1CCN(CC1)C1=CC(=CC=C1)N1C(NC(CC1)=O)=O